1-Ethyl-3-{3-[3-(1-piperidinylmethyl)phenoxy]propyl}urea C(C)NC(=O)NCCCOC1=CC(=CC=C1)CN1CCCCC1